FC(C(C(C(C(C(O)(F)F)(F)F)(F)F)(F)F)(F)F)(C)F dodecafluoro-1-n-heptanol